CN1C(C(=C(C2=CC=CC=C12)N1CCC(CC1)(C=1OC2=C(N1)C=C(C=C2)C(C)C)C)C(=O)N)=O 1-Methyl-4-{4-methyl-4-[5-(prop-2-yl)-1,3-benzoxazol-2-yl]piperidin-1-yl}-2-oxo-1,2-dihydroquinoline-3-carboxamide